4-(6-chloro-2H-chromen-4-yl)-1H-imidazole ClC=1C=C2C(=CCOC2=CC1)C=1N=CNC1